(S)-10-chloro-3-((dimethylamino)methyl)-9-(trifluoromethyl)-2H-[1,4]thiazino[2,3,4-ij]quinazoline-5,7(3H,6H)-dione ClC1=C(C=C2C(NC(N3C2=C1SC[C@@H]3CN(C)C)=O)=O)C(F)(F)F